(R)-3-(2-((4-chlorophenyl)amino)propyl)phenol ClC1=CC=C(C=C1)N[C@@H](CC=1C=C(C=CC1)O)C